3,11-Dibromo-6,8-dimethylene-7,8-dihydro-5H-dibenzo[d,k][1,3]dioxacyclododecine-5,9(6H)-dione BrC1=CC2=C(OCOC3=C(C(C(CC(C2=O)=C)=C)=O)C=C(C=C3)Br)C=C1